ClC1=CC=C(C=C1)C1CCC(CC1)C1=C(C(C2=CC=CC=C2C1=O)=O)OC(CCCCCCCCC)=O 3-((1r,4r)-4-(4-chlorophenyl) cyclohexyl)-1,4-dioxo-1,4-dihydronaphthalen-2-yldecanoate